(3E)-6-bromo-4-methoxy-pyrazolo[1,5-a]pyridine-3-carbaldehyde oxime BrC=1C=C(C=2N(C1)N=CC2C=NO)OC